C(C1=CC=CC=C1)=NNC1=CC=C(C=C1)OC 1-benzylidene-2-(4-methoxyphenyl)hydrazine